6-(4-Methyl-3-(trifluoromethoxy)phenyl)-3-azabicyclo[4.1.0]heptane CC1=C(C=C(C=C1)C12CCNCC2C1)OC(F)(F)F